6-amino-2-(cyclopropoxy)-5-(3-hydroxy-2,6-dimethyl-phenyl)pyrrolo[2,3-b]pyrazine-7-carboxamide NC1=C(C=2C(=NC=C(N2)OC2CC2)N1C1=C(C(=CC=C1C)O)C)C(=O)N